8-bromo-2-(2-(4-(difluoromethoxy)phenoxy)acetyl)-1,3,4,12a-tetrahydrobenzo[e]pyrazino[1,2-a][1,4]diazepine-6,12(2H,11H)-dione BrC1=CC2=C(NC(C3N(C2=O)CCN(C3)C(COC3=CC=C(C=C3)OC(F)F)=O)=O)C=C1